NC=1C(=CC(=NC1)C(=O)OC)B(O)O (5-amino-2-(methoxycarbonyl)pyridin-4-yl)boronic acid